O(C1=CC=C(C=C1)OCC(=O)O)C1=CC=C(C=C1)OCC(=O)O ((oxybis(4,1-phenylene))bis(oxy))diacetic acid